OC1(CC(C1)C(=O)N1CC2(C1)CCC(CC2)C2=NC(=CC(=C2)OC)C)C ((1s,3s)-3-hydroxy-3-methylcyclobutyl)(7-(4-methoxy-6-methylpyridin-2-yl)-2-azaspiro[3.5]non-2-yl)methanone